(2S)-N-[(4-carbamimidoylthiophen-2-yl)methyl]-1-(2-hexanamidoacetyl)pyrrolidine-2-carboxamide C(N)(=N)C=1C=C(SC1)CNC(=O)[C@H]1N(CCC1)C(CNC(CCCCC)=O)=O